C=1(C=C(N2CCCCC12)C(=O)O)C(=O)O 5,6,7,8-tetrahydro-indolizine-1,3-dicarboxylic acid